OCCS(=O)(=O)NC1=CC(=C2C(=NC=NC2=C1)NC1=NC(=NC(=C1)C)NC(CO)(C)C)N1CCC2(CC2)CC1 2-hydroxy-N-(4-((2-((1-hydroxy-2-methylpropan-2-yl)amino)-6-methylpyrimidin-4-yl)amino)-5-(6-azaspiro[2.5]oct-6-yl)quinazolin-7-yl)ethane-1-sulfonamide